C1(CCCCC1)(C1(CCCCC1)CO)CO 1,1'-bicyclohexanedimethanol